C1(CCCCC1)C1=NC2=C(C=CC=3CCN(CC23)C(=O)OC)N1C[C@H](C(=O)O)C1=C(C(=CC=C1)F)F (2R)-3-[2-cyclohexyl-8-(methoxycarbonyl)-3H,6H,7H,8H,9H-imidazo-[4,5-h]isoquinolin-3-yl]-2-(2,3-difluorophenyl)propanoic acid